The molecule is a hydroxydocosapentaenoic acid that consists of (8E,10Z,13Z,16Z,19Z)-docosapentaenoic acid carrying a hydroxy substituent at position 7. An intermediate of specialised proresolving mediators. It has a role as a human xenobiotic metabolite. It derives from a (7Z,10Z,13Z,16Z,19Z)-docosapentaenoic acid. It is a conjugate acid of an (8E,10Z,13Z,16Z,19Z)-7-hydroxydocosapentaenoate. CC/C=C\\C/C=C\\C/C=C\\C/C=C\\C=C\\C(CCCCCC(=O)O)O